p-fluoro-α-methylcinnamic acid FC1=CC=C(C=C(C(=O)O)C)C=C1